FC=1C(=CC2=C(N=C(S2)C)C1)[N+](=O)[O-] 5-fluoro-2-methyl-6-nitro-1,3-benzothiazole